FC1=C(C(=CC=C1)F)S(=O)(=O)NC=1C(=NC=C(C1)C=1C=C2C(=NC=NC2=CC1)N1CCC2(CC=CC2O)CC1)OC 2,6-difluoro-N-(2-methoxy-5-(4-(1-oxyl-8-azaspiro[4.5]decane-2-en-8-yl)quinazolin-6-yl)pyridin-3-yl)benzenesulfonamide